1,2,4,5-tetra(di-tert-butylphosphinomethyl)benzene C(C)(C)(C)P(C(C)(C)C)CC1=C(C=C(C(=C1)CP(C(C)(C)C)C(C)(C)C)CP(C(C)(C)C)C(C)(C)C)CP(C(C)(C)C)C(C)(C)C